COC(=O)C1=CC2=C(NC(C(N2C2=CC=C3CCCN(C3=C2)C2=CC=CC=C2)=O)=O)S1 Methyl-2,3-dioxo-1-(1-phenyl-1,2,3,4-tetrahydroquinolin-7-yl)-1,2,3,4-tetrahydrothieno[2,3-b]pyrazine-6-carboxylate